COC=1C=C2C=CC(=CC2=CC1)C(C(=O)NC(C1=CC=CC=C1)=O)C N-(2-(6-methoxynaphthalen-2-yl)propionyl)benzamide